N[C@@H]1[C@@H](OCC12CCN(CC2)C=2N=CC(=NC2)SC2=CC=C1C=CN(C(C1=C2Cl)=O)CC(C)OC)C 7-((5-((3S,4S)-4-amino-3-methyl-2-oxa-8-azaspiro[4.5]decan-8-yl)pyrazin-2-yl)thio)-8-chloro-2-(2-methoxypropyl)isoquinolin-1(2H)-one